F[C@H]1[C@H]([C@H](CN(C1)C1=NC=CC(=N1)NC=1N=CC2=C(C=CC(=C2C1)C(C)C)N1[C@@H]([C@H](C1)CS(=O)(=O)C)C)O)OC (3S,4S,5R)-5-fluoro-1-(4-((5-isopropyl-8-((2R,3S)-2-methyl-3-((methylsulfonyl)methyl)azetidin-1-yl)isoquinolin-3-yl)amino)pyrimidin-2-yl)-4-methoxypiperidin-3-ol